tert-butyl 4-[[6-[3-(5-fluoro-2-methoxy-4-methylsulfonyl-anilino) prop-1-ynyl]-1-(2,2,2-trifluoroethyl) benzimidazole-4-carbonyl] amino]-2-methyl-piperidine-1-carboxylate FC=1C(=CC(=C(NCC#CC=2C=C(C3=C(N(C=N3)CC(F)(F)F)C2)C(=O)NC2CC(N(CC2)C(=O)OC(C)(C)C)C)C1)OC)S(=O)(=O)C